chromium sodium salt [Na].[Cr]